benzyl-4-methylspiro[indene-2,4'-piperidin]-1(3H)-one C(C1=CC=CC=C1)N1CCC2(CC1)C(C1=CC=CC(=C1C2)C)=O